4,5,6,7-tetrahydro-3-(1H-indol-5-yl)-2-(2-isobutoxy-6-methylphenyl)-2H-pyrazolo[4,3-c]Pyridine N1C=CC2=CC(=CC=C12)C=1N(N=C2C1CNCC2)C2=C(C=CC=C2C)OCC(C)C